(3-(5-allyl-2-methoxyphenyl)isoOxazol-5-yl)methanol C(C=C)C=1C=CC(=C(C1)C1=NOC(=C1)CO)OC